2-((3-cyano-5-methoxy-7-methyl-1-tosyl-1H-indol-4-yl)methyl)-2H-pyrazolo[3,4-b]pyridine-6-carbonitrile C(#N)C1=CN(C2=C(C=C(C(=C12)CN1N=C2N=C(C=CC2=C1)C#N)OC)C)S(=O)(=O)C1=CC=C(C)C=C1